4-(2-(2-chlorophenyl)-6,8-dioxo-5,7-diazaspiro[3.4]octan-7-yl)-N-(6-((2-(2,6-dioxopiperidin-3-yl)-1,3-dioxoisoindolin-4-yl)oxy)hexyl)isoquinoline-6-carboxamide ClC1=C(C=CC=C1)C1CC2(C1)NC(N(C2=O)C2=CN=CC1=CC=C(C=C21)C(=O)NCCCCCCOC2=C1C(N(C(C1=CC=C2)=O)C2C(NC(CC2)=O)=O)=O)=O